P(=O)(OC[C@]1(OC([C@@H]2OC(O[C@@H]21)(C)C)C2=CC=C1C(=NC=NN12)N)C#N)(OC1=C(C=CC=C1)Cl)O ((3aS,4R,6aS)-6-(4-aminopyrrolo[2,1-f][1,2,4]triazin-7-yl)-4-cyano-2,2-dimethyltetrahydro furo[3,4-d][1,3]dioxol-4-yl)methyl (2-chlorophenyl) hydrogen phosphate